5-(2-((2R,5S)-5-methyl-2-(2-(1-methylpiperidin-4-yl)benzo[d]thiazol-5-yl)piperidin-1-yl)-2-oxoacetamido)-2-(trifluoromethoxy)nicotinamide C[C@H]1CC[C@@H](N(C1)C(C(=O)NC=1C=NC(=C(C(=O)N)C1)OC(F)(F)F)=O)C=1C=CC2=C(N=C(S2)C2CCN(CC2)C)C1